(R)-N-(3-(1-acetylpiperidin-4-yl)-1-(6-(3-methoxytetrahydrofuran-3-yl)-4-methylpyridin-2-yl)-1H-pyrrolo[3,2-c]pyridin-6-yl)acetamide C(C)(=O)N1CCC(CC1)C1=CN(C2=C1C=NC(=C2)NC(C)=O)C2=NC(=CC(=C2)C)[C@]2(COCC2)OC